3-(5-fluoro-6-methyl-1H-pyrazolo[3,4-b]pyridin-4-yl)-2-(5-fluoro-2-pyridinyl)-6,6-dimethyl-4,7-dihydropyrazolo[5,1-c][1,4]oxazine FC=1C(=C2C(=NC1C)NN=C2)C=2C(=NN1C2COC(C1)(C)C)C1=NC=C(C=C1)F